bromo-2-(4-methoxybenzyl)-1-methyl-1,2-dihydro-3H-indazol-3-one BrC1=C2C(N(N(C2=CC=C1)C)CC1=CC=C(C=C1)OC)=O